CC1=C(C=CC(=C1)OC1=CC=CC=C1)N1C(NC2=C(SC=3N=CC=C1C32)C(=O)N[C@H]3[C@@H](CCC3)NC(CC)=O)=O 5-(2-Methyl-4-phenoxyphenyl)-4-oxo-N-((1R,2R)-2-propionamidocyclopentyl)-4,5-dihydro-3H-1-thia-3,5,8-triazaacenaphthylene-2-carboxamide